tert-butyl 4-(3-(2-iodo-1-(2,2,2-trifluoroethyl)-1H-indol-4-yl)ureido)piperidine-1-carboxylate IC=1N(C2=CC=CC(=C2C1)NC(NC1CCN(CC1)C(=O)OC(C)(C)C)=O)CC(F)(F)F